2-(4-(Fmoc-aminomethyl)phenoxy)acetic acid C(=O)(OCC1C2=CC=CC=C2C2=CC=CC=C12)C(C1=CC=C(OCC(=O)O)C=C1)N